(4-{5-[(2-chloro-6-cyclopropylphenyl)methoxy]pyrimidin-2-yl}morpholin-2-yl)methanol ClC1=C(C(=CC=C1)C1CC1)COC=1C=NC(=NC1)N1CC(OCC1)CO